ClC1=CC=C(C=C1)C1=NC(=CC=2N=C(N(C(C21)=O)C)C)N2C[C@@H](OCC2)C=2C=NN(C2)C 5-(4-chlorophenyl)-2,3-dimethyl-7-((2S)-2-(1-methyl-1H-pyrazol-4-yl)-4-morpholinyl)pyrido[4,3-d]pyrimidin-4(3H)-one